CC1(CC(CC1)C=1SC=C(N1)C(F)(F)F)O 1-methyl-3-(4-(trifluoromethyl)thiazol-2-yl)cyclopentan-1-ol